tert-butyl (R)-3-((2-chloro-3-((4-phenoxyphenyl)amino)pyridin-4-yl)amino)piperidine-1-carboxylate ClC1=NC=CC(=C1NC1=CC=C(C=C1)OC1=CC=CC=C1)N[C@H]1CN(CCC1)C(=O)OC(C)(C)C